tert-butyl 4-(3-(4,4,5,5-tetramethyl-1,3,2-dioxaborolan-2-yl)phenyl)piperazine-1-carboxylate CC1(OB(OC1(C)C)C=1C=C(C=CC1)N1CCN(CC1)C(=O)OC(C)(C)C)C